CC1(OCCCC1)C=1C=CC(=NC1)N 5-(2-methyltetrahydro-2H-pyran-2-yl)pyridin-2-amine